CC1=CC=C(C=C1)CC=CC1=CC=C(C=C1)C(C)(C)C 1-p-methylphenyl-3-p-tert-butylphenyl-2-propene